C1(CC1)NC(=O)C=1C=C(C2=C(C(=CO2)C2=C3C=CN(C3=CC=C2)C)C1)C(=O)NC N5-cyclopropyl-N7-methyl-3-(1-methyl-1H-indol-4-yl)benzofuran-5,7-dicarboxamide